C(C)(=O)N1CCC(CC1)C1=CC(=C(C=C1)NC1=NC=C(C(=N1)NC=1C(=C2N=CC=NC2=CC1)NS(=O)(=O)C)Cl)OC N-(6-((2-((4-(1-acetylpiperidin-4-yl)-2-methoxyphenyl)amino)-5-chloropyrimidin-4-yl)amino)quinoxalin-5-yl)methanesulfonamide